Cl.OCC1NCCNC1 2-(hydroxymethyl)piperazine hydrochloride